FC1=CC(=C(C=C1)N1N=C(C=C1)C(F)(F)F)I 1-(4-fluoro-2-iodophenyl)-3-(trifluoromethyl)-1H-pyrazol